2-(9H-carbazol-2-yl)-N-(4-hydroxybenzyl)acetamide C1=C(C=CC=2C3=CC=CC=C3NC12)CC(=O)NCC1=CC=C(C=C1)O